(1S,2R)-2-((S)-5-Chloro-8-((6,7-difluorobenzo[d]isoxazol-3-yl)methoxy)-1-((2-oxopyrrolidin-1-yl)methyl)-1,2,3,4-tetrahydroisochinolin-2-carbonyl)-1-methylcyclohexan ClC1=C2CCN([C@@H](C2=C(C=C1)OCC1=NOC2=C1C=CC(=C2F)F)CN2C(CCC2)=O)C(=O)[C@H]2[C@H](CCCC2)C